ClC=1C=C2N=C3CCCCC3=CC2=CC1 6-chloro-(1,2,3,4-tetrahydroacridine)